2-(3-{3-[N-(3,5-di-tert-butylphenyl)-9H-carbazol-3-yl]-9H-carbazol-9-yl}phenyl)dibenzo[f,H]quinoxaline C(C)(C)(C)C=1C=C(C=C(C1)C(C)(C)C)N1C2=CC=CC=C2C=2C=C(C=CC12)C=1C=CC=2N(C3=CC=CC=C3C2C1)C=1C=C(C=CC1)C1=NC2=C3C(=C4C(=C2N=C1)C=CC=C4)C=CC=C3